BrCC1=C(C(=O)OC)C=C(C=C1)[N+](=O)[O-] Methyl 2-(bromomethyl)-5-nitrobenzoate